(S)-2-(1-amino-2-hydroxyethyl)-5-fluorophenol N[C@H](CO)C1=C(C=C(C=C1)F)O